C(C)NC=1C(=NC2=CC=CC=C2N1)C=1C=C2CN(C(C2=CC1)=O)C1C(NC(CC1)=O)=O 3-(5-(3-(ethylamino)quinoxalin-2-yl)-1-oxoisoindolin-2-yl)piperidine-2,6-dione